tert-Butyl 9-(2-oxo-3H-1,3-benzoxazol-6-yl)-3,9-diazaspiro[5.5]undecane-3-carboxylate O=C1OC2=C(N1)C=CC(=C2)N2CCC1(CCN(CC1)C(=O)OC(C)(C)C)CC2